N-((S)-1-(((S)-4-hydroxy-3-oxo-1-((S)-2-oxopyrrolidin-3-yl)butan-2-yl)amino)-4-methyl-1-oxopentan-2-yl)-4-methoxy-1-propyl-1H-indole-2-carboxamide OCC([C@H](C[C@H]1C(NCC1)=O)NC([C@H](CC(C)C)NC(=O)C=1N(C2=CC=CC(=C2C1)OC)CCC)=O)=O